O(S(=O)(=O)C(F)(F)F)C1=NN(C(C=2N1C=CC2)=O)CC2=CC=CC=C2 2-benzyl-1-oxo-1,2-dihydropyrrolo[1,2-d][1,2,4]triazin-4-yl triflate